CC(C=O)CCCCCC Methyl-octanal